tert-Butyl 3-((4-amino-6-(3-(4-cyclopropyl-2-fluorobenzamido)-5-fluoro-2-methylphenyl)pyrimidin-5-yl)oxy)azetidine-1-carboxylate NC1=NC=NC(=C1OC1CN(C1)C(=O)OC(C)(C)C)C1=C(C(=CC(=C1)F)NC(C1=C(C=C(C=C1)C1CC1)F)=O)C